NC=1N=CN(C1)C=1C=C(C=CC1)C(C)=O 1-(3-(4-amino-1H-imidazol-1-yl)phenyl)ethanone